CN[C@@H]([C@H](OC)C)C(=O)N[C@@H](CO)C(=O)O.C1(CC1)C(=O)NC1=CC=C(C=C1)C1=CC=C2C(=N1)SC(=N2)NC(=O)C2=CN=NC=C2C2=C(C=CC=C2)OC N-(5-(4-(cyclopropanecarboxamido)phenyl)thiazolo[5,4-b]pyridin-2-yl)-5-(2-methoxyphenyl)pyridazine-4-carboxamide methyl-O-methyl-L-threonyl-L-serinate